4-hydroxy-3-meth-oxybenzaldehyd OC1=C(C=C(C=O)C=C1)OC